tert-butyl (3-aminobenzyl)(5-chloro-3-isopropylpyrazolo[1,5-a]pyrimidin-7-yl)carbamate NC=1C=C(CN(C(OC(C)(C)C)=O)C2=CC(=NC=3N2N=CC3C(C)C)Cl)C=CC1